8-((6-chloropyridin-3-yl)methyl)-3-(3-(difluoromethyl)phenyl)-2-thioxo-2,8-dihydropyrido[2,3-d]pyrimidin-4(3H)-one ClC1=CC=C(C=N1)CN1C=CC=C2C1=NC(N(C2=O)C2=CC(=CC=C2)C(F)F)=S